tert-butyl 4-(4-cyano-6-methoxypyridin-2-yl)piperazine-1-carboxylate C(#N)C1=CC(=NC(=C1)OC)N1CCN(CC1)C(=O)OC(C)(C)C